C(CCCCCCC\C=C/CCCCCCCC)(=O)O.N1CCCCC1 piperidine oleate